C(CCCCCCCCC(=O)OON1C(CCCC1(C)C)(C)C)(=O)OON1C(CCCC1(C)C)(C)C bis(2,2,6,6-tetramethylpiperidinyloxy) sebacate